(5S)-5-ethyl-4-[6-(methanesulfonylmethyl)-2-[2-({[tris(propan-2-yl)silyl]oxy}methyl)-1H-pyrrolo[3,2-b]pyridin-5-yl]pyrimidin-4-yl]morpholin-3-one C(C)[C@H]1COCC(N1C1=NC(=NC(=C1)CS(=O)(=O)C)C1=CC=C2C(=N1)C=C(N2)CO[Si](C(C)C)(C(C)C)C(C)C)=O